5-amino-3-(2-(4-(2-fluoro-4-(1-oxidothiomorpholino)phenyl)-piperazin-1-yl)ethyl)-8-(furan-2-yl)thiazolo[5,4-e][1,2,4]triazolo[1,5-c]pyrimidin-2(3H)-one NC1=NC2=C(C=3N1N=C(N3)C=3OC=CC3)SC(N2CCN2CCN(CC2)C2=C(C=C(C=C2)N2CCS(CC2)=O)F)=O